CC1=C(C(N(C=C1)C1=CC(=NC=C1)C1=CC=NC=C1)=O)C dimethyl-2H-[1,4':2',4''-terpyridin]-2-one